C(C(=C)C)(=O)OCCCCC(C(=O)O)CC(=O)O.CC1N(C=C(C=C1)OCC)C1=CC=CC=C1 methyl-5-ethoxy-N-phenylpyridine 4-methAcryloyloxybutyl-succinate